(ethynylphenyl)-5-nitrofuran-2-carboxamide C(#C)C1=C(C=CC=C1)C1=C(OC(=C1)[N+](=O)[O-])C(=O)N